4-methylphenyl-4-(1-methylethyl)phenylsulfonium tetrakis(pentafluorophenyl)borate FC1=C(C(=C(C(=C1[B-](C1=C(C(=C(C(=C1F)F)F)F)F)(C1=C(C(=C(C(=C1F)F)F)F)F)C1=C(C(=C(C(=C1F)F)F)F)F)F)F)F)F.CC1=CC=C(C=C1)[SH+]C1=CC=C(C=C1)C(C)C